C[C@H]1CNC=2C=C3C=CN(C3=NC2C1=O)COCC[Si](C)(C)C |o1:1| (12S or R)-12-methyl-4-[[2-(trimethylsilyl)ethoxy]methyl]-13-oxo-2,4,10-triazatricyclo[7.4.0.0[3,7]]tridec-1(9),2,5,7-tetraene